1-(1-(4-((2-fluoro-3-methyl-4-((1-methyl-1H-benzo[d][1,2,3]triazol-5-yl)oxy)phenyl)amino)pyrido[3,2-d]pyrimidin-6-yl)piperidin-4-yl)-3-methylenepyrrolidin-2-one FC1=C(C=CC(=C1C)OC1=CC2=C(N(N=N2)C)C=C1)NC=1C2=C(N=CN1)C=CC(=N2)N2CCC(CC2)N2C(C(CC2)=C)=O